N[C@@H](C(=O)[O-])CC D-Alpha-aminobutyrate